FC=1C=C(C=C(C1CN1C=CC=2C(=NC=CC21)O)F)B(O)O 3,5-difluoro-4-((4-hydroxypyrrolo[3,2-c]pyridin-1-yl)methyl)phenylboronic acid